2,5-dimethyloxazole-4-carboxylic acid CC=1OC(=C(N1)C(=O)O)C